1-methyl-N-(6-(thiophene-2-sulfonylamino)benzo[d]thiazol-2-yl)piperidine-4-carboxamide CN1CCC(CC1)C(=O)NC=1SC2=C(N1)C=CC(=C2)NS(=O)(=O)C=2SC=CC2